Cl.S1C2=C(NC(C1)=O)C=CC=C2 2H-benzo[b][1,4]thiazin-3(4H)-one hydrochloride